OC=1C(=CC2=C(N=CC3N(C2=O)C=CC3)C1)OC 8-hydroxy-7-methoxy-1H-benzo[e]pyrrolo[1,2-a][1,4]diazepin-5(11aH)-one